ClC1=C(C=CC(=N1)[C@@H]1CC([C@@H](C2(CCCC2)C1)O)(F)F)OC(F)F (6r,9s)-9-(6-chloro-5-(difluoromethoxy)pyridin-2-yl)-7,7-difluorospiro[4.5]decan-6-ol